C(C1=CC=CC=C1)N1N=C(C(C=C1C)=O)C(=O)NC1=C(C(=CC=C1)Cl)F 1-benzyl-N-(3-chloro-2-fluorophenyl)-6-methyl-4-oxo-1,4-dihydropyridazine-3-carboxamide